Chloro-3,3,3-trifluoro-1-propen ClC=CC(F)(F)F